4,6-di-O-acetyl-1,3-di-O-benzyl-2-N-butyryl-D-glucosamine C(C)(=O)O[C@H]1[C@@H]([C@H](C(OCC2=CC=CC=C2)O[C@@H]1COC(C)=O)NC(CCC)=O)OCC1=CC=CC=C1